(2R)-2-{[(tert-butyldiphenylsilyl)oxy]methyl}-5-hydroxypyrrolidine-1-carboxylic acid tert-butyl ester C(C)(C)(C)OC(=O)N1[C@H](CCC1O)CO[Si](C1=CC=CC=C1)(C1=CC=CC=C1)C(C)(C)C